3-(pyridin-3-yl)prop-2-yn-1-amine N1=CC(=CC=C1)C#CCN